C(C)C1=C2C(=CC(=CC2=CC=C1F)O)C1=C(C=2N=C(N=C(C2C=N1)\C=C\C1=CC=NN1C)OC[C@]12CCCN2C[C@@H](C1)F)F 5-ethyl-6-fluoro-4-(8-fluoro-2-(((2R,7aS)-2-fluorotetrahydro-1H-pyrrolizin-7a(5H)-yl)methoxy)-4-((E)-2-(1-methyl-1H-pyrazol-5-yl)vinyl)pyrido[4,3-d]pyrimidin-7-yl)naphthalen-2-ol